ClC=1C=CC=C2C=C(C=C(C12)C1=C(C=C2C(=NC(=NC2=C1F)OCC12CCCN2CCC1)N1C[C@@H](N(CC1)C(C(=C)F)=O)CC#N)F)O 2-((2S)-4-(7-(8-chloro-3-hydroxynaphth-1-yl)-6,8-difluoro-2-((tetrahydro-1H-pyrrolizin-7a(5H)-yl)methoxy)quinazolin-4-yl)-1-(2-fluoroacryloyl)piperazin-2-yl)acetonitrile